2-tert-butyl-6-(4-carboxy-2-nitrophenylazo)-4-methoxyphenol C(C)(C)(C)C1=C(C(=CC(=C1)OC)N=NC1=C(C=C(C=C1)C(=O)O)[N+](=O)[O-])O